C(C)(=O)[O-].C1(=CC=CC=C1)[Hg+] phenyl-mercury acetate